ClC=1C=CC2=C(C[C@](O2)(C2=CC=CC=C2)CN[C@@H]2CC[C@H](CC2)O)C1C1=C(C(=O)N)C=CC(=C1F)OC 2-((2S,4S)-5-chloro-2-(((trans-4-hydroxycyclohexyl)amino)methyl)-2-phenyl-2,3-dihydrobenzofuran-4-yl)-3-fluoro-4-methoxybenzamide